C12CN(CC(CC1)N2)C=2OC1=C(N2)C=C(C=C1C=1SC=CN1)OCC(=O)O 2-((2-(3,8-diazabicyclo[3.2.1]octan-3-yl)-7-(thiazol-2-yl)benzo[d]oxazol-5-yl)oxy)acetic acid